Cl.C1(=CC=CC=C1)NCCC[Si](OCC)(OCC)OCC N-phenyl-3-aminopropyltriethoxysilane, hydrochloride